5-amino-2-chloro-N-(pyridin-2-ylmethyl)benzenesulfonamide NC=1C=CC(=C(C1)S(=O)(=O)NCC1=NC=CC=C1)Cl